(trans)-4-(2-(N-(2-cyclopropyl-4-iodo-5-methylphenyl)but-2-ynamido)-7-oxo-5,7-dihydro-6H-pyrrolo[3,4-b]pyridin-6-yl)cyclohexane-1-carboxylic acid C1(CC1)C1=C(C=C(C(=C1)I)C)N(C(C#CC)=O)C1=CC=C2C(=N1)C(N(C2)[C@@H]2CC[C@H](CC2)C(=O)O)=O